C(C)(C)(C)OC(=O)N1CCCCC1C1=NC=CC=C1OCC1=CC=C2C=NN(C2=C1)CC(F)(F)F 6-((1-(1-(2,2,2-Trifluoroethyl)-1H-indazol-6-yl)methoxy)pyridin-2-yl)piperidine-1-carboxylic acid tert-butyl ester